[Cu].[Na].[Cu] copper sodium copper